Cl.BrC=1C=C2C(CNCC2=CC1)(C)C 6-Bromo-4,4-dimethyl-1,2,3,4-tetrahydroisoquinoline hydrochloride